FC(C(=O)O)(F)F.NC1=C2C(=NC=N1)N(N=C2C=2C=CC1=C(N=C(O1)N)C2)CC2CNCC2 5-(4-amino-1-(pyrrolidin-3-ylmethyl)-1H-pyrazolo[3,4-d]pyrimidin-3-yl)benzo[d]oxazol-2-amine trifluoroacetate